ClC=1N(N=C2C=CC(=CC12)COC1=CC=C2C=C(COC2=C1)CN1CCC1)CCC 1-[7-(3-chloro-2-propyl-2H-indazol-5-yl-methoxy)-2H-chromen-3-ylmethyl]-azetidin